chloropropyl-triisopropoxysilane ClCCC[Si](OC(C)C)(OC(C)C)OC(C)C